2-(5-(4-(2-(6-oxa-3-azabicyclo[3.1.1]heptan-3-yl)ethoxy)-2-methylphenyl)pyridin-2-yl)-N-benzylacetamide C12CN(CC(O1)C2)CCOC2=CC(=C(C=C2)C=2C=CC(=NC2)CC(=O)NCC2=CC=CC=C2)C